6-[2-(3,4-Difluoro-2-methoxy-phenoxy)-5-fluoro-4-(trifluoromethyl)phenyl]-2-methyl-3-methylsulfinyl-1H-pyridin-4-one FC=1C(=C(OC2=C(C=C(C(=C2)C(F)(F)F)F)C2=CC(C(=C(N2)C)S(=O)C)=O)C=CC1F)OC